C(CCC)C(CO)CCCCCCCC 2-butyl-decanol